5-(2-ethoxy-3-pyridinyl)-1-propyl-N-[tetrahydrofuran-3-yl]Pyrazolo[4,3-b]Pyridine-7-amine C(C)OC1=NC=CC=C1C1=CC(=C2C(=N1)C=NN2CCC)NC2COCC2